methyl 3-(2-pyridyl)-2-phenylpropionate N1=C(C=CC=C1)CC(C(=O)OC)C1=CC=CC=C1